C(CCCCCCC\C=C/CCCCCCCC)(=O)OCC[Na] Oleoyloxyethyl-sodium